(R)-6-((2,6-dimethylpyrimidin-4-yl)amino)-N-(methyl-d3)-4-((5-methyl-1-oxo-1,2,3,3a,4,5-hexahydropyrrolo[1,2-a]quinoxalin-6-yl)amino)pyridazine-3-carboxamide CC1=NC(=CC(=N1)NC1=CC(=C(N=N1)C(=O)NC([2H])([2H])[2H])NC1=C2N(C[C@@H]3N(C2=CC=C1)C(CC3)=O)C)C